CC=1OC(=CN1)C(=O)OCCCN1N=C(C=2C(NCC3(CCOCC3)CC21)=O)CC 3-(3-ethyl-4-oxo-spiro[6,8-dihydro-5H-pyrazolo[4,3-c]azepine-7,4'-tetrahydropyran]-1-yl)propyl 2-methyloxazole-5-carboxylate